C(CCCCCCC\C=C/CCCCCCCC)CC(C)CCCCCCCC\C=C/CCCCCCCC 1,2-Dioleylpropane